FC1=C(C=CC(=C1)OC1=CC(=NC=C1)C=1C=NN(C1)C)NC(OC(C)(C)C)=O tert-butyl (2-fluoro-4-((2-(1-methyl-1H-pyrazol-4-yl)pyridin-4-yl)oxy)phenyl)carbamate